OC1=CC=C(C=CC=2OC3=C(CC2)C=CC=C3)C=C1 2-(4-hydroxystyryl)-4H-1-benzopyran